(1S,4s)-4-(2-((R)-1-phenylpiperidin-3-ylamino)-8-(2,4,6-trifluorophenylamino)-9H-purin-9-yl)cyclohexanecarboxamide C1(=CC=CC=C1)N1C[C@@H](CCC1)NC1=NC=C2N=C(N(C2=N1)C1CCC(CC1)C(=O)N)NC1=C(C=C(C=C1F)F)F